(2R,3R,4R,5R)-2,3,5,6-tetrahydroxy-4-[(2S,3R,4S,5R,6R)-3,4,5-trihydroxy-6-(hydroxymethyl)oxan-2-yl]oxyhexanoic acid O[C@@H](C(=O)O)[C@H]([C@@H]([C@@H](CO)O)O[C@@H]1O[C@@H]([C@@H]([C@@H]([C@H]1O)O)O)CO)O